9,9-Dimethyl-4-nitro-9,10-dihydroacridine CC1(C2=CC=CC=C2NC=2C(=CC=CC12)[N+](=O)[O-])C